CC=1N=C(SC1C(=O)NC1=C(C=CC(=C1)C(N[C@@H]1[C@H](CCCC1)O)=O)C)NCCC1CC1 methyl-2-[(2-cyclopropylethyl)amino]-N-(5-{[(1S,2S)-2-hydroxycyclohexyl]carbamoyl}-2-methylphenyl)-1,3-thiazole-5-carboxamide